ClC=1C=CC=C2C(C=C(OC12)C1=C(OC2CC(C2)C(=O)NS(=O)(=O)C)C=C(C(=C1)C)OC)=O 3-[2-(8-chloro-4-oxo-chromen-2-yl)-5-methoxy-4-methyl-phenoxy]-N-methylsulfonyl-cyclobutanecarboxamide